6-[4-[acetyl-(cyclopropylmethyl)amino]-3-chloro-phenyl]-N-[(6-fluoro-3-pyridyl)methyl]pyridine-3-carboxamide C(C)(=O)N(C1=C(C=C(C=C1)C1=CC=C(C=N1)C(=O)NCC=1C=NC(=CC1)F)Cl)CC1CC1